C(CC)(=O)N1CCC2=CC(=CC=C12)C1=CC=C(C(=O)NCC=2C=NC=CC2)C=C1 4-(1-propionylindolin-5-yl)-N-(pyridin-3-ylmethyl)benzamide